FC1=CC2=CC=CC=C2C=2C1(OC(C2)=O)C2=CC=C(C=C2)F 4-fluoro-3a-(4-fluorophenyl)naphtho[2,1-b]Furan-2-one